CC(=CCOC1=CC(=C(C=C1)C(=O)/C=C/C2=CC=C(C=C2)O)O)C The molecule is a member of the class of chalcones that is trans-chalcone substituted by hydroxy groups at position 4 and 2' and a (3-methylbut-2-en-1-yl)oxy group at position 4'. It has been isolated from Lonchocarpus neuroscapha. It has a role as a plant metabolite, an antibacterial agent and an anti-inflammatory agent. It is a member of chalcones, a polyphenol and an aromatic ether. It derives from a hydride of a trans-chalcone.